N[C@H]1[C@@H](C1)C1=CC=C(C=C1)NC(C(CC1=CC=CC=C1)NC(OCC1=CC=C(C=C1)Br)=O)=O trans-4-bromobenzyl 1-(4-(2-aminocyclopropyl)phenylamino)-1-oxo-3-phenylpropan-2-ylcarbamate